ClC=1C(=NN(C1C)C1=CC=C(C=C1)NC=1C(=NN(C1)C1=C(C=CC=C1Cl)Cl)C(=O)N)C 4-((4-(4-chloro-3,5-dimethyl-1H-pyrazol-1-yl)phenyl)amino)-1-(2,6-dichlorophenyl)-1H-pyrazole-3-carboxamide